(6S,8R)-6-(4-bromo-2-methoxyphenyl)-7-((3-(fluoromethyl)oxetan-3-yl)methyl)-8-methyl-6,7,8,9-tetrahydro-3H-pyrazolo[4,3-f]isoquinoline BrC1=CC(=C(C=C1)[C@H]1N([C@@H](CC2=C3C(=CC=C12)NN=C3)C)CC3(COC3)CF)OC